ClC=1C(=NC(=NC1)NC=1C=C(C=NC1)N1C(CCC1)=O)N1CC(CC(C1)C)C 1-(5-((5-chloro-4-(3,5-dimethylpiperidin-1-yl)pyrimidin-2-yl)amino)pyridin-3-yl)pyrrolidin-2-one